sodium docosyl succinate C(CCC(=O)[O-])(=O)OCCCCCCCCCCCCCCCCCCCCCC.[Na+]